C(C=C)(=O)N1CC2C3=C(N(N=C3CC1)C1=C(C=C(C=C1)C1CC1)O)CCN2C(=O)OC(C)(C)C tert-butyl 7-acryloyl-2-(4-cyclopropyl-2-hydroxyphenyl)-2,3,4,5a,6,7,8,9-octahydro-5H-1,2,5,7-tetraazabenzo[cd]azulene-5-carboxylate